Cl.CC1([C@H]2CNC[C@@H]1CC2)O (1R,5S,8r)-8-methyl-3-azabicyclo[3.2.1]octan-8-ol hydrochloride